2-((9-Ethyl-2,3,4,9-tetrahydro-1H-carbazol-6-yl)methyl)isoindoline-1,3-dione C(C)N1C2=CC=C(C=C2C=2CCCCC12)CN1C(C2=CC=CC=C2C1=O)=O